FC(C1=C(C=NC=C1)CO)(F)F (4-(trifluoromethyl)pyridin-3-yl)methanol